N1=C(C(=CC=C1)C1=CC=C(C=C1)C1=NC(=NC(=N1)C1=C(C=CC=C1)C1=CC=CC=C1)C1=CC=CC=C1)C1=CC=C(C=C1)C1=NC(=NC(=N1)C1=C(C=CC=C1)C1=CC=CC=C1)C1=CC=CC=C1 6,6'-(pyridine-2,3-diylbis(4,1-phenylene))bis(2-([1,1'-biphenyl]-2-yl)-4-phenyl-1,3,5-triazine)